ClC1=CC=C(C=C1)[C@H]([C@@H]1[C@H]([C@H]([C@@H](C1)N1N=CC=2C1=NC=NC2N(N)C)O)O)O (1S,2R,3R,5R)-3-((S)-(4-chlorophenyl)(hydroxy)methyl)-5-(4-(1-methylhydrazineyl)-1H-pyrazolo[3,4-d]pyrimidin-1-yl)cyclopentane-1,2-diol